C(CCCCC)[Si](O[Si](C)(C)C)(O[Si](C)(C)C)C hexylmethyldi(trimethylsiloxy)silane